C(C(=C)C)(=O)OCCCCCCC n-heptyl methacrylate